tertbutyl ((1r,4r)-4-(2-amino-2-methylpropyl)cyclohexyl)(methyl)carbamate NC(CC1CCC(CC1)N(C(OC(C)(C)C)=O)C)(C)C